C(C)(C)(C)OC(=O)N1C[C@@H](N(CC1)CC1=CC(=C(C=C1)OC(F)(F)F)F)COCC#C.N1C[C@@H](CCC1)C1=CC=C(C=C1)N1N=C2C(=CC=CC2=C1)C(=O)N 2-[4-[(3S)-piperidin-3-yl]phenyl]indazole-7-carboxamide tert-butyl-(R)-4-(3-fluoro-4-(trifluoromethoxy)benzyl)-3-((prop-2-yn-1-yloxy)methyl)-piperazine-1-carboxylate